CS(=O)(=O)OCC(CC1=CC(=NN1C(C)C)C(F)(F)F)C 3-(1-isopropyl-3-(trifluoromethyl)-1H-pyrazol-5-yl)-2-methylpropyl methanesulfonate